9,9'-(6-chloro-1,3,5-triazin-2,4-diyl)bis(9H-carbazol) ClC1=NC(=NC(=N1)N1C2=CC=CC=C2C=2C=CC=CC12)N1C2=CC=CC=C2C=2C=CC=CC12